3-(6-bromo-9H-pyrido[2,3-b]indol-9-yl)piperidine-2,6-dione BrC=1C=C2C3=C(N(C2=CC1)C1C(NC(CC1)=O)=O)N=CC=C3